bis(2-hydroxyethyl)dodecyl-phosphine oxide OCCP(CCCCCCCCCCCC)(CCO)=O